CC1=C(C(=CC(=C1)C(C)(C)C)O)O 3-methyl-5-tert-butyl-1,2-benzenediol